5-Fluoro-4-(4-fluoro-1-isopropyl-2-methyl-1H-benzo[d]imidazol-6-yl)-N-(5-(piperazin-1-yl)pyridin-2-yl)pyrimidin-2-amine FC=1C(=NC(=NC1)NC1=NC=C(C=C1)N1CCNCC1)C=1C=C(C2=C(N(C(=N2)C)C(C)C)C1)F